(4-(1-methyl-1H-indol-3-yl)pyrimidin-2-yl)-2-nitrobenzene-1,4-diamine CN1C=C(C2=CC=CC=C12)C1=NC(=NC=C1)C=1C(=C(C=CC1N)N)[N+](=O)[O-]